N-(3-(triethoxysilyl)propyl)ethylenediamine CCO[Si](CCCNCCN)(OCC)OCC